butyl 3-((1-hydroxy-2-methylpentan-2-yl)thio)propanoate OCC(CCC)(C)SCCC(=O)OCCCC